C1(C=CC2=CC=CC=C12)[Zr]C1=CC=CC=2C3=CC=CC=C3CC12 indenyl-fluorenyl-zirconium